2-dodecyne CC#CCCCCCCCCC